4-(cyclopropyl-ethynyl)-1-ethynyl-2-methylbenzene C1(CC1)C#CC1=CC(=C(C=C1)C#C)C